C(CCCCC\C=C\C=C/CC)CC(=O)OCC(C)NC1=NC=CN=C1Cl 2-((3-chloropyrazin-2-yl)amino)propan-1-ol (E,Z)-7,9-dodecadien-1-yl-acetate